3-[4-(5-aminopent-1-yn-1-yl)-1-oxo-3H-isoindol-2-yl]-1-methylpiperidine-2,6-dione hydrochloride Cl.NCCCC#CC1=C2CN(C(C2=CC=C1)=O)C1C(N(C(CC1)=O)C)=O